tert-butyl (3S,4S)-4-fluoro-3-[[6-(6-fluoro-7-isopropoxy-imidazo[1,2-a]pyridin-3-yl)-2-pyridyl]amino]piperidine-1-carboxylate F[C@@H]1[C@H](CN(CC1)C(=O)OC(C)(C)C)NC1=NC(=CC=C1)C1=CN=C2N1C=C(C(=C2)OC(C)C)F